CN1N=C(N=N1)C=1C=CC(=C(C1)O)C1=CN=C(N=N1)N1CC(CC1)NC(C)C 5-(2-methyl-2H-tetrazol-5-yl)-2-(3-{3-[(propan-2-yl)amino]pyrrolidin-1-yl}-1,2,4-triazin-6-yl)phenol